(E)-tert-Butyl 9-(3-ethoxy-3-oxoprop-1-en-1-yl)-3-azaspiro[5.5]undecan-3-carboxylate C(C)OC(/C=C/C1CCC2(CCN(CC2)C(=O)OC(C)(C)C)CC1)=O